2-(((2R,3R,4R,5R,6R)-3-acetamido-4,5-diacetoxy-6-(acetoxymethyl)tetrahydro-2H-pyran-2-yl)oxy)acetic acid C(C)(=O)N[C@H]1[C@@H](O[C@@H]([C@@H]([C@@H]1OC(C)=O)OC(C)=O)COC(C)=O)OCC(=O)O